OC1CCC2=C(C=3CCCC3C=C12)NC(=O)N=[S@](=O)(N)C=1SC(=CN1)C(C)(C)O (R)-N'-((1-hydroxy-1,2,3,5,6,7-hexahydro-s-indacen-4-yl)carbamoyl)-5-(2-hydroxypropan-2-yl)thiazole-2-sulfonimidamide